1-(3-fluoro-4-(trifluoromethoxy)phenyl)-3-(piperidin-4-yl)urea FC=1C=C(C=CC1OC(F)(F)F)NC(=O)NC1CCNCC1